NC1=NC=CC2=C1N=C(N=C2)C2=CC(=CC=C2)C#C[C@]2(C(N(CC2)C)=O)O (R)-8-amino-2-(3-((3-hydroxy-1-methyl-2-oxopyrrolidin-3-yl)ethynyl)benzeneYl)pyrido[3,4-d]Pyrimidin